CC1C(C(C(CC1)C)C(=O)OCC)C(=O)OCC diethyl 3,6-dimethylcyclohexane-1,2-dicarboxylate